5-Fluoro-1-((4aR,6R,7aS)-2-(3-(4-fluorophenyl)propyloxy)-2-oxidotetrahydro-4H-furo[3,2-d][1,3,2]dioxaphosphinin-6-yl)pyrimidine-2,4(1H,3H)-dione FC=1C(NC(N(C1)[C@H]1C[C@@H]2OP(OC[C@H]2O1)(=O)OCCCC1=CC=C(C=C1)F)=O)=O